ClC=1C=CC(N(C1)C=1C=NC(=CC1)N[C@@H]1C[C@H](CC1)NC=1N=NC(=CN1)C)=O 5-Chloro-6'-(((1S,3S)-3-((6-methyl-1,2,4-triazin-3-yl)amino)cyclopentyl)amino)-2H-[1,3'-bipyridin]-2-one